4-[(3-chloro-5-methanesulfonylphenyl)carbamoyl]-1-(pyridin-2-yl)-1H-pyrrole-2-carboxylic acid ClC=1C=C(C=C(C1)S(=O)(=O)C)NC(=O)C=1C=C(N(C1)C1=NC=CC=C1)C(=O)O